C(CCCCC)C(C(=O)OCCCCCCN(CCCCCCOC(C(CCCCCCCC)CCCCCC)=O)CC1=CC=C(C=C1)N)CCCCCCCC ((4-aminobenzyl)azanediyl)bis(hexane-6,1-diyl) bis(2-hexyldecanoate)